8-hexadecanol CCCCCCCC(CCCCCCCC)O